1,3,5,7-Tetramethyl-8-phenyl-2,4,6-trioxa-8-phosphaadamantane CC12OC3(OC(OC(P1C1=CC=CC=C1)(C3)C)(C2)C)C